C1(CC1)C1=C2C=C(N(C2=CC(=C1)C(=O)N1[C@@H](C2=CC=CC=C2CC1)C)C)C1=C(C=C(C=C1)[C@@H]1[C@H](C1)C(=O)O)F (1S,2S)-2-(4-(4-cyclopropyl-1-methyl-6-((R)-1-methyl-1,2,3,4-tetrahydroisoquinoline-2-carbonyl)-1H-indol-2-yl)-3-fluorophenyl)cyclopropane-1-carboxylic acid